methyl({1-[2-(1-phenyl-1H-pyrazol-4-yl)-1,3-thiazole-4-carbonyl]pyrrolidin-2-yl}methyl)amine CNCC1N(CCC1)C(=O)C=1N=C(SC1)C=1C=NN(C1)C1=CC=CC=C1